1-(4-(1-CYANOCYCLOPENTYL)PYRIDIN-2-YL)-N-(6-METHOXY-1-METHYL-1H-INDAZOL-7-YL)-1H-PYRAZOLE-4-SULFONAMIDE C(#N)C1(CCCC1)C1=CC(=NC=C1)N1N=CC(=C1)S(=O)(=O)NC=1C(=CC=C2C=NN(C12)C)OC